(R)-4-fluoro-3-(pyrrolidin-2-ylmethyl-d2)-1H-indole FC1=C2C(=CNC2=CC=C1)C([2H])([2H])[C@@H]1NCCC1